CC1=C(C(=O)C2=C(C=CC=C2)P(OCC)([O-])=O)C(=CC(=C1)C)C ethyl 2,4,6-trimethylbenzoyl-phenylphosphonate